Cl.NC=1N=CNC1C(=O)N 4-amino-5-imidazole-carboxamide hydrochloride